tert-butyl (2-(difluoromethyl)pyridin-4-yl)(methyl)carbamate FC(C1=NC=CC(=C1)N(C(OC(C)(C)C)=O)C)F